(3-isopropoxypyridin-4-yl)methanol C(C)(C)OC=1C=NC=CC1CO